CC1=C(C(=CC=C1)C)C1=NC=2NS(C=3C=CC=C(C(N4CC5=CC=CC=C5C(COC(=C1)N2)C4)=O)C3)(=O)=O 12-(2,6-dimethylphenyl)-15-oxa-8λ6-thia-1,9,11,26-tetraazapentacyclo[15.7.1.13,7.110,14.018,23]heptacosa-3,5,7(27),10(26),11,13,18,20,22-nonaene-2,8,8-trione